5-methyl-1,3,4-oxadiazol CC1=NN=CO1